C(C)N1CCN(CC1)C1=CC=C2C(=C(C(OC2=C1)=O)C(CC1C(=CN(C2=CC=CC=C12)C)C=C(C#N)C#N)=O)C ((4-(2-(7-(4-ethylpiperazin-1-yl)-4-methyl-2-oxo-2H-chromen-3-yl)-2-oxoethyl)-1-methyl-1,4-dihydroquinolin-3-yl)methylene)malononitrile